rel-4-ethyl-3-(2-methyl-6-{[(1r,4r)-4-(trifluoromethyl)cyclohexyl]-oxy}pyridin-4-yl)-1H,4H,5H-pyrrolo[3,2-b]pyridin-5-one C(C)N1C2=C(C=CC1=O)NC=C2C2=CC(=NC(=C2)OC2CCC(CC2)C(F)(F)F)C